COC=1C=C2CCN(CC2=CC1NC1=NC2=CC(=CC=C2C=N1)NC[C@H]1CNC(O1)=O)C |r| (S and R)-5-[({2-[(6-methoxy-2-methyl-1,2,3,4-tetrahydroisoquinolin-7-yl)amino]quinazolin-7-yl}amino)methyl]-1,3-oxazolidin-2-one